2-[4-[(2-hydroxy-3-dodecyloxypropyl)oxy]-2-hydroxyphenyl]4,6-bis(2,4-dimethylphenyl)-1,3,5-triazine OC(COC1=CC(=C(C=C1)C1=NC(=NC(=N1)C1=C(C=C(C=C1)C)C)C1=C(C=C(C=C1)C)C)O)COCCCCCCCCCCCC